6-(difluoromethyl)pyridine-3-carbaldehyde FC(C1=CC=C(C=N1)C=O)F